Isobutyl {2-[(3R)-3-methylmorpholin-4-yl]-8-(1H-pyrazol-5-yl)-1,7-naphthyridin-4-yl} phosphite P(OCC(C)C)(OC1=CC(=NC2=C(N=CC=C12)C1=CC=NN1)N1[C@@H](COCC1)C)[O-]